(2S,4S,6S)-4-[2-hydroxy-4-(trifluoromethyl)phenyl]-2-methyl-6-(1-methyltriazol-4-yl)piperidin OC1=C(C=CC(=C1)C(F)(F)F)[C@H]1C[C@@H](N[C@@H](C1)C=1N=NN(C1)C)C